ethyl 2-ethyl-2-{[6-({(1R,2R)-2-[(2-fluoroethoxy)methyl]cyclopropyl}methoxy)-5-(3-methoxyazetidin-1-yl)pyridine-2-carbonyl]amino}butanoate C(C)C(C(=O)OCC)(CC)NC(=O)C1=NC(=C(C=C1)N1CC(C1)OC)OC[C@H]1[C@@H](C1)COCCF